N-(4-methyl-3-(2-((1-methyl-1H-1,2,3-triazol-4-yl)amino)-8,9-dihydroimidazo[1',2':1,6]pyrido[2,3-d]pyrimidin-6-yl)phenyl)-4-(trifluoromethyl)picolinamide CC1=C(C=C(C=C1)NC(C1=NC=CC(=C1)C(F)(F)F)=O)C1=CC2=C(N=C(N=C2)NC=2N=NN(C2)C)N2C1=NCC2